CN1N=CC=2C1=NC=NC2SCC(=O)C2=CC=C(S2)C2CN(CC2)S(=O)(=O)N 3-(5-(2-((1-methyl-1H-pyrazolo[3,4-d]pyrimidin-4-yl)thio)acetyl)thiophen-2-yl)pyrrolidine-1-sulfonamide